N-[3-methyl-1-[5-methyl-2-(4-morpholinoanilino)pyrimidin-4-yl]indol-5-yl]prop-2-enamide CC1=CN(C2=CC=C(C=C12)NC(C=C)=O)C1=NC(=NC=C1C)NC1=CC=C(C=C1)N1CCOCC1